[C@H]12CN(C[C@H](CC1)N2)C2=NC(=NC1=C(C(=C(C=C21)Cl)C2=CC=C(C1=CC=CC=C21)O)F)OC[C@]21CCCN1C[C@@H](C2)F 4-(4-((1R,5S)-3,8-diazabicyclo[3.2.1]octan-3-yl)-6-chloro-8-fluoro-2-(((2R,7aS)-2-fluorotetrahydro-1H-pyrrolizin-7a(5H)-yl)methoxy)quinazolin-7-yl)naphthalen-1-ol